Bis(3-dimethylaminopropyl)dimethyl-tin CN(CCC[Sn](C)(C)CCCN(C)C)C